Cl.N1(CCCCC1)C=1N=C(N(N1)C1=NC=CC=N1)[C@H](C)N (1S)-1-[5-(1-piperidinyl)-2-pyrimidin-2-yl-1,2,4-triazol-3-yl]ethanamine-hydrochloride